FC(OC1=C(C=C(C=C1)C1=NN(C=C1)CCC(=O)N1CCOCC1)O)F 3-(3-(4-(difluoromethoxy)-3-hydroxyphenyl)-1H-pyrazol-1-yl)-1-morpholinopropan-1-one